2-(5-(2-fluoro-4-(1,2,3,6-tetrahydropyridin-4-yl)phenyl)-4-isopropyl-4H-1,2,4-triazol-3-yl)-N-isopropyl-5-(1,2,3,6-tetrahydropyridin-4-yl)aniline bistrifluoroacetic acid salt FC(C(=O)O)(F)F.FC(C(=O)O)(F)F.FC1=C(C=CC(=C1)C=1CCNCC1)C=1N(C(=NN1)C1=C(NC(C)C)C=C(C=C1)C=1CCNCC1)C(C)C